diethyl pyridine-2,5-dicarboxylate N1=C(C=CC(=C1)C(=O)OCC)C(=O)OCC